N-(5-(2-(((3S,5R)-5-(difluoromethyl)piperidin-3-yl)amino)-8-isopropyl-7-oxo-7,8-dihydropyrido[2,3-d]pyrimidin-6-yl)pyridin-2-yl)3,3,3-trifluoropropane-1-sulfonamide FC([C@@H]1C[C@@H](CNC1)NC=1N=CC2=C(N1)N(C(C(=C2)C=2C=CC(=NC2)NS(=O)(=O)CCC(F)(F)F)=O)C(C)C)F